3-methoxyimino-butyric acid CON=C(CC(=O)O)C